(5R)-5-ethyl-3-(6-spiro[2H-benzofuran-3,1'-cyclopropane]-4-yloxy-3-pyridyl)imidazolidine-2,4-dione C(C)[C@@H]1C(N(C(N1)=O)C=1C=NC(=CC1)OC1=CC=CC2=C1C1(CC1)CO2)=O